5-(6-chloropyridin-2-yl)-7-methylpyrazolo[1,5-a]Pyrimidine-3-carboxylic acid ethyl ester C(C)OC(=O)C=1C=NN2C1N=C(C=C2C)C2=NC(=CC=C2)Cl